CC1(OB(OC1(C)C)C1=CC=2N(C=C1)N=C(C2)NC(OC(C)(C)C)=O)C tert-butyl N-[5-(4,4,5,5-tetramethyl-1,3,2-dioxaborolan-2-yl)pyrazolo[1,5-a]pyridin-2-yl]carbamate